N1(C=CC2=CC=CC=C12)CC(=O)NCCCC(=O)O 4-(2-(1H-indol-1-yl)acetamido)butanoic acid